2,3,5,6,8-pentahydroxy-1,4-naphthalenedione OC=1C(C2=C(C=C(C(=C2C(C1O)=O)O)O)O)=O